2-ethyl-2-(2-quinolylmethyl)indolin-3-one C(C)C1(NC2=CC=CC=C2C1=O)CC1=NC2=CC=CC=C2C=C1